[N+](=O)([O-])C1=C(C=CC=C1)C1=CN=C2N1C=1C=CC=CC1C=1C=CC=CC21 3-(2-Nitrophenyl)-imidazo[1,2-f]phenanthridin